C(N)(=N)C=1C=C(SC1)[C@H](CO)NC(OC(C)(C)C)=O tert-butyl (S)-(1-(4-carbamimidoylthiophen-2-yl)-2-hydroxyethyl)carbamate